4-(6,7-difluoro-[1,2,4]triazolo[4,3-a]quinazolin-5-yl)-8-((1-(trifluoromethyl)cyclopropyl)ethynyl)-3,4-dihydro-2H-benzo[b][1,4]oxazine FC1=C2C(=NC=3N(C2=CC=C1F)C=NN3)N3C1=C(OCC3)C(=CC=C1)C#CC1(CC1)C(F)(F)F